tert-butyl (1-(2,3-dihydrobenzofuran-5-yl)pyrrolidin-3-yl)methylcarbamate O1CCC2=C1C=CC(=C2)N2CC(CC2)CNC(OC(C)(C)C)=O